C(C)(=O)N1CCC(CC1)C1=NN(C=2C=CC=C(C12)C1=C(C=C2C=NN(C2=C1)C)F)CC(=O)N(C)CC(=O)N(C)CC(=O)O (2-{2-[3-(1-acetylpiperidin-4-yl)-5'-fluoro-1'-methyl-[4,6'-biindazol]-1-yl]-N-methylacetamido}-N-methylacetamido)acetic acid